N1(CCC1)CCNC=1N=C(N=NC1[C@H](C)C1=CC=CC=C1)C (R)-N-(2-(azetidin-1-yl)ethyl)-3-methyl-6-(1-phenylethyl)-1,2,4-triazin-5-amine